2-(aminomethyl)-7-((2-methyl-4-(4-(trifluoromethyl)piperidin-1-yl)phenyl)amino)-2H-benzo[b][1,4]oxazin-3(4H)-one NCC1C(NC2=C(O1)C=C(C=C2)NC2=C(C=C(C=C2)N2CCC(CC2)C(F)(F)F)C)=O